C(C)(C)C1=C(NC(C[Li])=CC(C)NC2=C(C=CC=C2C(C)C)C(C)C)C(=CC=C1)C(C)C 2,4-bis(2,6-diisopropylanilino)-2-pentenyl-lithium